CN1NC2=CC=CC(C2=C1)=C1NN(C2=C(C=CC=C12)C#C[Si](C)(C)C)C=1C=CC(=NC1)N1CC2C(C2C1)C(=O)OC methyl 3-(5-{2'-methyl-7-[2-(trimethylsilyl)ethynyl]-1H,2H-[3,4'-biindazol]-1-yl}pyridin-2-yl)-3-azabicyclo[3.1.0]hexane-6-carboxylate